(methylazanediyl)bis(butan-1-ol) CN(CCCCO)CCCCO